O=C1N(CC2(CC2)C2=CC(=CC=C12)B1OC(C(O1)(C)C)(C)C)CC(=O)OC methyl 2-[1-oxo-6-(4,4,5,5-tetramethyl-1,3,2-dioxaborolan-2-yl)spiro[3H-isoquinoline-4,1'-cyclopropane]-2-yl]acetate